ClC=1C=C(C=NC1)C(=O)N1CCN(CC1)C(C1=CC=CC=C1)C1=CC(=CC=C1)F 1-(5-chloropyridine-3-carbonyl)-4-[(3-fluorophenyl)(phenyl)methyl]piperazine